3-phenyl-1-p-nitrobenzenesulfonyl-1-azaspiro[4.5]decane C1(=CC=CC=C1)C1CN(C2(C1)CCCCC2)S(=O)(=O)C2=CC=C(C=C2)[N+](=O)[O-]